O1C(C1)COC1=CC=C(C=C1)\N=N\C1=CC=C(C=C1)OCC1OC1 (E)-1,2-bis(4-(oxiran-2-ylmethoxy)phenyl)diazene